CC1=NN(C=C1S(=O)(=O)NC=1C=CC=C2C=NN(C12)C)C1=NC=CC(=C1)C(F)(F)F 3-METHYL-N-(1-METHYL-1H-INDAZOL-7-YL)-1-(4-(TRIFLUOROMETHYL)PYRIDIN-2-YL)-1H-PYRAZOLE-4-SULFONAMIDE